N-(3-(5-((3-acrylamido-4-(morpholine-4-carbonyl)phenyl)amino)-1-methyl-6-oxo-1,6-dihydropyridin-3-yl)-2-methylphenyl)benzamide C(C=C)(=O)NC=1C=C(C=CC1C(=O)N1CCOCC1)NC1=CC(=CN(C1=O)C)C=1C(=C(C=CC1)NC(C1=CC=CC=C1)=O)C